N1=C(C=CC=2CCCNC12)CCC1CC(C1)OCC[C@H](NC(=O)C1=C(N(C(C=C1C)=O)C)C)C(=O)O O-((1R,3R)-3-(2-(5,6,7,8-tetrahydro-1,8-naphthyridin-2-yl)ethyl)cyclobutyl)-N-(1,2,4-trimethyl-6-oxo-1,6-dihydropyridine-3-carbonyl)-L-homoserine